N-[(1R,3S)-3-{[6-chloro-2-(trifluoromethyl)quinolin-4-yl]amino}cyclohexyl]-1-ethyl-1H-pyrazole-5-carboxamide ClC=1C=C2C(=CC(=NC2=CC1)C(F)(F)F)N[C@@H]1C[C@@H](CCC1)NC(=O)C1=CC=NN1CC